ClC=1C(=C(C=2N(N1)C(C=CN2)=O)C)COC 7-chloro-8-(methoxymethyl)-9-methyl-4H-pyrimido[1,2-b]Pyridazin-4-one